C1(CC1)OC1=NN(C=C1NC=O)CS(=O)(=O)C N-(3-cyclopropoxy-1-((methylsulfonyl)methyl)-1H-pyrazol-4-yl)carboxamide